The molecule is a tetramethoxyflavone that is flavone substituted by methoxy groups at positions 6, 7, 8 and 6' and hydroxy groups at positons 5 and 2' respectively. It has a role as a plant metabolite and an anti-asthmatic drug. It is a tetramethoxyflavone and a dihydroxyflavone. It derives from a flavone. COC1=CC=CC(=C1C2=CC(=O)C3=C(C(=C(C(=C3O2)OC)OC)OC)O)O